N-(3-cyano-4-fluorophenyl)-1-fluoro-6,7,8,9-tetrahydro-5H-5,8-epiminocyclohepta[c]-pyridine-10-carboxamide C(#N)C=1C=C(C=CC1F)NC(=O)N1C2CCC1CC=1C(=NC=CC12)F